(3-cyclopropylmethoxy-4-methoxyphenyl)-2-trimethylsiloxy-propionitrile C1(CC1)COC=1C=C(C=CC1OC)C(C#N)(C)O[Si](C)(C)C